3-(pent-3-oxy)cyclohex-1-ene-1-carboxylic acid CCC(CC)OC1C=C(CCC1)C(=O)O